FC1(CCN(CCC1)C1=C(C(=O)OC)C=C(C(=N1)C)C#C)F methyl 2-(4,4-difluoroazepan-1-yl)-5-ethynyl-6-methylnicotinate